COC=1C=C(C=CC1OC)C=1NC2=CC=C(C=C2C1CC)C1=CC=C(C=C1)N1CCN(CC1)C 2-(3,4-dimethoxyphenyl)-3-ethyl-5-(4-(4-methylpiperazin-1-yl)phenyl)-1H-indole